Cl.N=1N(N=CC1)C=1C=C(C=CC1)NC1=NC(=NC=C1C(=O)N)N[C@H]1[C@H](CCCC1)N 4-((3-(2H-1,2,3-triazol-2-yl)phenyl)amino)-2-(((1R,2S)-2-aminocyclohexyl)amino)pyrimidine-5-carboxamide hydrochloride